[Si](C)(C)(C(C)(C)C)OCC1CCC(CC1)N1N=C2C=CC(=CC2=C1)NC(=O)N1C=CC=2C1=NC=C(C2)C#N 1-N-[2-[4-[[tert-butyl(dimethyl)silyl]oxymethyl]cyclohexyl]indazol-5-yl]-5-cyano-pyrrolo[2,3-b]pyridine-1-carboxamide